NC(C(=O)O)CC1=CC(=C(C=C1)O)Br 2-amino-3-(3-bromo-4-hydroxyphenyl)propanoic acid